(2R,4S,4aS)-10-fluoro-2,4-dimethyl-8-(oxazol-2-yl)-2,4,4a,6-tetrahydro-1H,1'H-spiro[[1,4]oxazino[4,3-a]quinoline-5,5'-pyrimidine]-2',4',6'(3'H)-trione FC=1C=C(C=C2CC3(C(NC(NC3=O)=O)=O)[C@@H]3N(C12)C[C@H](O[C@H]3C)C)C=3OC=CN3